BrC=1C=C2C(N(C(=NC2=CC1)SC)C1=C(C=CC=C1)Br)=O 6-bromo-(2-bromophenyl)-2-methylthio-4-oxo-3,4-dihydroquinazoline